FC1(CN1C(=O)OCC1=CC=CC=C1)F benzyl 3,3-difluoroaziridine-1-carboxylate